5-cyano-1-methyl-1H-pyrrole-3-carboxylic acid C(#N)C1=CC(=CN1C)C(=O)O